C(C)(=O)NC=1C(=NN(C1C)C1OCCCC1)C(=O)OCC Ethyl 4-acetamido-5-methyl-1-(tetrahydro-2H-pyran-2-yl)-1H-pyrazole-3-carboxylate